(6-{7-[3-(4-cyclopropyl-piperazin-1-yl)-propoxy]-imidazo[1,2-a]pyridin-3-yl}-pyrimidin-4-yl)-[4-(2-methyl-2H-[1,2,3]triazol-4-yl)-benzyl]-amine C1(CC1)N1CCN(CC1)CCCOC1=CC=2N(C=C1)C(=CN2)C2=CC(=NC=N2)NCC2=CC=C(C=C2)C2=NN(N=C2)C